iridium (III) bis(benzothienylpyridine) S1C(=CC2=C1C=CC=C2)C2=NC=CC=C2.S2C(=CC1=C2C=CC=C1)C1=NC=CC=C1.[Ir+3]